Cl.Cl.Cl mono-hydrochloride, di-hydrochloride